3-(benzyloxymethyl-2-(t-butyldimethylsilyloxy)ethyl)-5-(difluoromethyl)-4H-1,2,4-triazole C(C1=CC=CC=C1)OCC(CC1=NN=C(N1)C(F)F)O[Si](C)(C)C(C)(C)C